N,N-dimethyl-2-(4-vinylphenoxy)ethane-1-amine CN(CCOC1=CC=C(C=C1)C=C)C